CN(C=1C=C(C=C(C1)C1=C(C=CC=C1C)C)C=1NC(=C([N+]1[O-])C(NC1=CC(=CC=C1)C(NC)=O)=O)C)C 2-(5-(dimethylamino)-2',6'-dimethyl-[1,1'-biphenyl]-3-yl)-5-methyl-4-((3-(methylcarbamoyl)phenyl)carbamoyl)-1H-imidazole 3-oxide